CC1=C(C=CC=C1C(F)(F)F)[C@@H](C)NC1=NN=CC2=CC=C(C=C12)N1CCOCC1 (R)-N-(1-(2-methyl-3-(trifluoromethyl)phenyl)ethyl)-7-morpholinophthalazin-1-amine